C(CCCC)N1C=C(C2=CC=CC=C12)C(CC1=C(C=CC=C1)OC)=O 1-amyl-3-(2-methoxyphenylacetyl)indole